BrC=1N=C(N2C(=NC=CC21)N)C2=C(C=C(C=C2)OC2=CC=CC=C2)F 1-bromo-3-(2-fluoro-4-phenoxyphenyl)imidazo[1,5-c]pyrimidin-5-amine